p-methoxyphenyl-phosphine COC1=CC=C(C=C1)P